CCCCCCCCC(CCCCCCCC)OC(CCCCCCCN(CCCNC(=O)C1NC(CC1)=O)CCCCCCCC(OC(CC)CCCCCCCC)=O)=O.NC1CCC(CC1)[C@H](C)NC1=CC=C(C=C1)C(C)(C)C N-((S)-1-((1r,4S)-4-aminocyclohexyl)ethyl)-4-(tert-butyl)aniline Heptadecan-9-yl-8-((8-oxo-8-(undecan-3-yloxy)octyl)(3-(5-oxopyrrolidine-2-carboxamido)propyl)amino)octanoate